ClC1=CC=C2C(=N1)C=NN2C(C)C 5-chloro-1-isopropyl-pyrazolo[4,3-b]pyridine